ClC1=NC=C(C(=N1)C=1C=C(C=CC1)N1C[C@@H](CCC1)O)F (R)-1-(3-(2-chloro-5-fluoropyrimidin-4-yl)phenyl)piperidin-3-ol